CC=1N(C(=C(N1)C(=O)NC1=NC2=CC=CC=C2C=C1)C)C1=CC=CC=C1 2,5-Dimethyl-1-phenyl-N-(quinolin-2-yl)-1H-imidazole-4-carboxamide